8-methoxy-1,2,3,4-tetrahydro-9-aminoacridine COC=1C=CC=C2N=C3CCCCC3=C(C12)N